2-[2-(aminomethyl)-3,3-difluoro-allyl]-4-[3-methyl-5-[4-(2-oxopyrrolidin-1-yl)phenyl]-2-pyridinyl]-1,2,4-triazol-3-one NCC(CN1N=CN(C1=O)C1=NC=C(C=C1C)C1=CC=C(C=C1)N1C(CCC1)=O)=C(F)F